[Si](C)(C)(C(C)(C)C)OCCNC1=NC(=NC=C1C=O)SC 4-[2-[tert-butyl(dimethyl)silyl]oxyethylamino]-2-methylsulfanyl-pyrimidine-5-carbaldehyde